2,4-dimethyl-5-vinyl-thiazole CC=1SC(=C(N1)C)C=C